6-fluoro-N-(pyridin-3-yl)-2-(p-tolyl)quinoline-3-carboxamide FC=1C=C2C=C(C(=NC2=CC1)C1=CC=C(C=C1)C)C(=O)NC=1C=NC=CC1